C(C)(C)(C)NC(C(=O)N[C@H](C(=O)N[C@@H](C[C@H]1C(NCCC1)=O)C(CO)=O)CC(C)C)=O N1-(tert-butyl)-N2-((S)-1-(((S)-4-hydroxy-3-oxo-1-((S)-2-oxopiperidin-3-yl)butan-2-yl)amino)-4-methyl-1-oxopentan-2-yl)oxalamide